tert-butyl ethyl [(1R,2R,3R,4S)-3-azido-4-(fluoromethyl)cyclopentane-1,2-diyl]biscarbamate N(=[N+]=[N-])[C@H]1[C@@H]([C@@H](C[C@@H]1CF)NC(OC(C)(C)C)=O)NC(OCC)=O